Racemic-4-methyl-3-((1-(3-(3-phenyl-1H-pyrazol-5-yl)phenyl)ethyl)thio)-4H-1,2,4-triazole CN1C(=NN=C1)S[C@H](C)C1=CC(=CC=C1)C1=CC(=NN1)C1=CC=CC=C1 |r|